methyl 2-(7-(1-(tert-butoxycarbonyl) azetidin-3-yl)-1-(cyclopropylmethyl)-1H-indol-2-yl)-4-methoxy-3-methylpyrazolo[1,5-a]pyridine-6-carboxylate C(C)(C)(C)OC(=O)N1CC(C1)C=1C=CC=C2C=C(N(C12)CC1CC1)C1=NN2C(C(=CC(=C2)C(=O)OC)OC)=C1C